CC1(C)CC(C=C(C)[C@H]1\C=C\C(\C)=C\C=C\C(\C)=C\C=C\C=C(/C)\C=C\C=C(/C)\C=C\[C@@H]1C(C)=CC(CC1(C)C)=O)=O (6S,6'S)-epsilon,epsilon-Carotene-3,3'-dione